FC(S(=O)(=O)OCC1(O[C@H]([C@H]([C@@H]1O[Si](C)(C)C(C)(C)C)F)N1C(NC(C=C1)=O)=O)COS(=O)(=O)C(F)(F)F)(F)F [(3R,4S,5R)-3-[(tert-butyldimethylsilyl) oxy]-5-(2,4-dioxo-3H-pyrimidin-1-yl)-4-fluoro-2-[(trifluoromethane-sulfonyloxy)methyl]oxolan-2-yl]methyl trifluoromethanesulfonate